3-bromothiophene-2-sulfonyl chloride BrC1=C(SC=C1)S(=O)(=O)Cl